BrC1=C(SC=C1C)CCC(=O)O 3-(3-bromo-4-methylthiophene-2-yl)propionic acid